2-[[2-(7-benzyloxy-3,4-dihydro-1H-isoquinolin-2-yl)-5-bromo-benzoimidazol-1-yl]methoxy]ethyl-trimethyl-silane C(C1=CC=CC=C1)OC1=CC=C2CCN(CC2=C1)C1=NC2=C(N1COCC[Si](C)(C)C)C=CC(=C2)Br